COC(=O)C(=C)F Methyl Fluoroacrylate